4,4'-methylene-bis(3-chloro-2,6-diethylphenylamine) C(C1=C(C(=C(C(=C1)CC)N)CC)Cl)C1=C(C(=C(C(=C1)CC)N)CC)Cl